C1(=CC=CC=C1)N(C(CC)=O)C(CC)=O N-phenyl-N-propionylpropionamide